4-[(5-tert-Butyl-2-pyridyl)amino]-N-[(4-methoxyphenyl)methyl]-N-methyl-3-(1-methylimidazol-4-yl)benzenesulfonamide C(C)(C)(C)C=1C=CC(=NC1)NC1=C(C=C(C=C1)S(=O)(=O)N(C)CC1=CC=C(C=C1)OC)C=1N=CN(C1)C